(3aR,5aS,9aS,9bR)-3a-ethyl-6,6,9a-trimethyldodecahydronaphtho[2,1-b]furan C(C)[C@]12OCC[C@@H]1[C@]1(CCCC([C@@H]1CC2)(C)C)C